COC=1C=C2CCN3C(C2=CC1OC)=CC(=NC3=O)NC3=C(C=C(C=C3C)C)C 9,10-dimethoxy-2-[(2,4,6-trimethylphenyl)amino]-6h,7h-pyrimido[4,3-a]isoquinolin-4-one